FC=1C=C2N=CC=3N(C(N4CCSC(=C2C34)C1C=1C=NN(C1)C)=O)C 6-Fluoro-2-methyl-7-(1-methyl-1H-pyrazol-4-yl)-9,10-dihydro-8-thia-2,4,10a-triazanaphtho[2,1,8-cde]azulene-1(2H)-one